COC=1C=C(C=CC1)C1=NN2C(=NC=3C=C(C=CC3C2=N1)C)N[C@@H]1C(NCCCC1)=O (3S)-3-{[2-(3-methoxyphenyl)-8-methyl[1,2,4]triazolo[1,5-c]quinazolin-5-yl]amino}azepan-2-one